ClC1=NC(=NC(=N1)Cl)C1=CC=CC2=CC=CC=C12 2,4-dichloro-6-naphthyl-1,3,5-triazine